N-((1H-indazol-3-yl)methyl)-N-(4-hydroxybutyl)-3-methyl-5-(1-methyl-6-oxo-1,6-dihydropyridin-3-yl)benzo[b]thiophene-2-carboxamide N1N=C(C2=CC=CC=C12)CN(C(=O)C1=C(C2=C(S1)C=CC(=C2)C2=CN(C(C=C2)=O)C)C)CCCCO